(2-((2-(methoxycarbonyl)-4-methylthiophen-3-yl)amino)-2-oxoethyl)azepan-1-ium bromide [Br-].COC(=O)C=1SC=C(C1NC(C[NH+]1CCCCCC1)=O)C